BrCC(=O)C1=CC=NC2=CC=C(N=C12)OC 2-bromo-1-(6-methoxy-1,5-naphthyridin-4-yl)ethan-1-one